NC1=C(C=C(C=C1)Br)NCC(CCCOC1=C(C=NN1C)C1=CC(=CN(C1=O)C)C(=O)OC)CC methyl 5-{5-[(4-{[(2-amino-5-bromophenyl) amino] methyl} hexyl) oxy]-1-methylpyrazol-4-yl}-1-methyl-6-oxopyridine-3-carboxylate